ClC=1C(=NC=CC1)/C=C/S(=O)(C1=NC=C(C=C1)OC)=N (E)-(2-(3-chloropyridin-2-yl)vinyl)(imino)(5-methoxypyridin-2-yl)-λ6-sulfanone